C(CCCCCCCCCCCCCCC)[NH+](CC)CC Cetyl-Diethyl-Ammonium